(S)-2-((4-(3-((5-cyanopyridin-2-yl)methoxy)phenyl)piperazin-1-yl)methyl)-1-(oxetane-2-ylmethyl)-1H-benzo[d]imidazole-6-carboxylic acid C(#N)C=1C=CC(=NC1)COC=1C=C(C=CC1)N1CCN(CC1)CC1=NC2=C(N1C[C@H]1OCC1)C=C(C=C2)C(=O)O